O1CCC(=CC1)C=1C=C(C=CC1)S(=O)(=O)N1C=C(C=C1C=1C(=NC=CC1)F)CNC 1-(1-((3-(3,6-dihydro-2H-pyran-4-yl)phenyl)sulfonyl)-5-(2-fluoropyridin-3-yl)-1H-pyrrol-3-yl)-N-methyl-methylamine